Cl[Si](O[Si](Cl)(Cl)Cl)(Cl)Cl perchlorodisiloxane